BrC1(CCC1)C(=O)NC1=C(C=C(C=C1)C(F)(F)F)Cl 1-bromo-N-(2-chloro-4-(trifluoromethyl)phenyl)cyclobutane-1-carboxamide